COC(=O)C1(C(NC1)C)C1=CC(=CC=C1)C 2-Methyl-3-(3-methylphenyl)azetidine-3-carboxylic acid methyl ester